4-Amino-N-(6-methyl-1-(3-(trifluoromethyl)benzoyl)isoquinolin-5-yl)thieno[3,2-d]pyrimidine-7-Carboxamide NC=1C2=C(N=CN1)C(=CS2)C(=O)NC2=C1C=CN=C(C1=CC=C2C)C(C2=CC(=CC=C2)C(F)(F)F)=O